C(#N)C=1C=CC(=C(C1)C1=CC=2N(C=C1)N=C(C2)NC(=O)C2CC2)F N-(5-(5-cyano-2-fluorophenyl)pyrazolo[1,5-a]pyridin-2-yl)cyclopropanecarboxamide